4-((1R,5S)-3,8-diazabicyclo[3.2.1]oct-3-yl)-6-chloro-1-(3-(dimethylamino)propyl)-8-fluoro-7-((R or S)-3-hydroxynaphthalen-1-yl)quinazolin-2(1H)-one [C@H]12CN(C[C@H](CC1)N2)C2=NC(N(C1=C(C(=C(C=C21)Cl)C2=CC(=CC1=CC=CC=C21)O)F)CCCN(C)C)=O